CS(=O)(=O)N[C@@H]1[C@@H](N(CC1)C(=O)OC(C)(C)C)CC1=CC(=CC=C1)B1OC(C(O1)(C)C)(C)C tert-Butyl (2S,3S)-3-[(methanesulfonyl)amino]-2-{[3-(4,4,5,5-tetramethyl-1,3,2-dioxaborolan-2-yl)phenyl]methyl}pyrrolidine-1-carboxylate